FC1(CC(C1)(C)CN1N=C(C(=C1C(=O)O)C(F)(F)F)[C@H]1[C@@H](C1)C)F 1-((3,3-difluoro-1-methylcyclobutyl)methyl)-3-((trans)-2-methylcyclopropyl)-4-(trifluoromethyl)-1H-pyrazole-5-carboxylic acid